9-hydroxystearic acid OC(CCCCCCCC(=O)O)CCCCCCCCC